[C@H](C)(CC)[C@@H]1N(CC2=C(NC1=O)C=CC=C2)C(=O)NC[C@@H]2NC(CC2)=O (S)-3-((S)-sec-butyl)-2-oxo-N-(((R)-5-oxopyrrolidin-2-yl)methyl)-1,2,3,5-tetrahydro-4H-benzo[e][1,4]diazepine-4-carboxamide